C(C)(C)N(/C(=N/[H])/OC(C)(C)C)C(C)C (Z)-N,N-diisopropyl-tert-butoxymethanimidamide